C[N+](C)(C)C[C@@H](CC(=O)[O-])OC(=O)CCCC(=O)O GLUTARYLCARNITINE